N,N'-di-[3-(o-phenylbenzenesulfonyloxy)phenyl]urea C1(=CC=CC=C1)C1=C(C=CC=C1)S(=O)(=O)OC=1C=C(C=CC1)NC(=O)NC1=CC(=CC=C1)OS(=O)(=O)C1=C(C=CC=C1)C1=CC=CC=C1